2-(furan-3-yl)-6-methyl-N-(3-phenylpropyl)thieno[2,3-d]pyrimidin-4-amine O1C=C(C=C1)C=1N=C(C2=C(N1)SC(=C2)C)NCCCC2=CC=CC=C2